NC=1C=C(C=CC1N)C1=CC(=C(C=C1)N)N 3,3',4,4'-tetraaminobiphenyl